Propionoyl chloride C(CC)(=O)Cl